NCC(C(=O)NC1=CC=2C(=CN=CC2Cl)S1)C1=CC=C(C=C1)C 3-amino-N-(4-chlorothieno[2,3-c]pyridin-2-yl)-2-(p-tolyl)propanamide